BrC1=CC=C(N(C2=CC=C(C=C2)C)C2=CC=C(C=C2)C(C)(C)C)C=C1 4-bromo-N-(4-(tert-butyl)phenyl)-N-(p-tolyl)aniline